6-hydroxy-4H-1,4-benzoxazin-3-one OC=1C=CC2=C(NC(CO2)=O)C1